C1=C(C=CC=2C3=CC=CC=C3C=CC12)C1=CC=C(C=C1)C=1C=CC=2NC3=CC=CC=C3C2C1 3-[4-(phenanthren-2-yl)phenyl]-9H-carbazole